N1=CC(=CC=C1)C1=NC2=C(N1)C=CC(=C2)N2C(C1=CC=CC=C1C2)=O 2-(2-(pyridin-3-yl)-1H-benzimidazol-5-yl)isoindolin-1-one